BrC1=CC2=C(N(C=N2)C2=CC=C(C(=N2)N2N=C(C=C2C)C#N)C(F)F)C=C1OC 1-[6-(5-bromo-6-methoxy-benzimidazol-1-yl)-3-(difluoromethyl)-2-pyridyl]-5-methyl-pyrazole-3-carbonitrile